6-(5-(trifluoromethyl)pyridin-3-yl)-4,6-diazaspiro[2.4]heptane-5,7-dione FC(C=1C=C(C=NC1)N1C(NC2(CC2)C1=O)=O)(F)F